(4-(methylsulfonyl)piperazin-1-yl)(4-phenyl-6-vinyl-1,3,5-triazin-2-yl)methanone CS(=O)(=O)N1CCN(CC1)C(=O)C1=NC(=NC(=N1)C1=CC=CC=C1)C=C